((1R,5S,6r)-3-(6-((2-amino-3-chloropyridine-4-yl) thio) pyrido[2,3-b]pyrazine-2-yl)-3-azabicyclo[3.1.1]heptane-6-yl)carbamate NC1=NC=CC(=C1Cl)SC=1C=CC=2C(=NC=C(N2)N2C[C@@H]3C([C@H](C2)C3)NC([O-])=O)N1